C(C)OC(C(=O)Cl)=O.O=C(C(=O)OCC)NCC(C1=C(C(=C(C(=C1)F)F)OC)F)=O Ethyl 2-oxo-2-((2-oxo-2-(2,4,5-trifluoro-3-methoxyphenyl)ethyl)amino)acetate Ethyl-2-chloro-2-oxoacetate